2-(2,2-bis(mercaptomethylthio)ethyl)-1,3-dithiane SCSC(CC1SCCCS1)SCS